2-(4-pyrimidin-2-ylpyridazin-1-ium-1-yl)ethanesulphonyl-methyl bromide N1=C(N=CC=C1)C1=CN=[N+](C=C1)CCS(=O)(=O)CBr